O1CCN(CC1)C=1CC(SC1)=O 4-morpholino-2H-thiophen-2-one